tert-butyl 3-methyl-1H-pyrazole-1-carboxylate CC1=NN(C=C1)C(=O)OC(C)(C)C